C1(CC1)C1=NN(C=N1)C1CC2(CN(C2)C(=O)N2C[C@@H]3[C@H](C2)CC(C3)OC3=C(C=C(C=C3)F)Cl)C1 |r| [6-(3-cyclopropyl-1,2,4-triazol-1-yl)-2-azaspiro[3.3]heptan-2-yl]-[rac-(3aR,6aS)-5-(2-chloro-4-fluoro-phenoxy)-3,3a,4,5,6,6a-hexahydro-1H-cyclopenta[c]pyrrol-2-yl]methanone